C(C)(C)(C)C1=CC=C(C=C1)C#CC1=CC=C(C=C1)C(C)(C)C 1,2-bis(4-tert-butylphenyl)acetylene